OC1=CCCC1O 2,3-dihydroxycyclopentene